2-(1-methyl-1H-pyrazol-5-yl)-5-((2R,5S)-5-methylpiperidin-2-yl)benzo[d]thiazole CN1N=CC=C1C=1SC2=C(N1)C=C(C=C2)[C@@H]2NC[C@H](CC2)C